C(CCCCC)OCOCCCC(CC(CC(CC(CC(C)I)C)C)C)C 12-iodo-4,6,8,10-tetramethyltridecyl hexyloxymethyl ether